1-[2-(3-chloro-4-piperazin-1-yl-phenylamino)-pyrimidin-4-yl]-1H-indole-3-carboxylic acid methylamide CNC(=O)C1=CN(C2=CC=CC=C12)C1=NC(=NC=C1)NC1=CC(=C(C=C1)N1CCNCC1)Cl